1-(4-((5,5-dimethyl-2,4-dioxo-3-(4-((trifluoromethyl)thio)phenyl)imidazolidin-1-yl)methyl)pyridin-2-yl)-3-(tetrahydro-2H-pyran-4-yl)urea CC1(C(N(C(N1CC1=CC(=NC=C1)NC(=O)NC1CCOCC1)=O)C1=CC=C(C=C1)SC(F)(F)F)=O)C